((4-chlorophenyl)sulfonyl)-3-(4-fluorophenyl)-4-phenyl-N-(2-sulfamoylethyl)-4,5-dihydro-1H-pyrazole-1-carboxamide ClC1=CC=C(C=C1)S(=O)(=O)C1(C(=NN(C1)C(=O)NCCS(N)(=O)=O)C1=CC=C(C=C1)F)C1=CC=CC=C1